amino-2,3-dihydro-1-methyl-5-phenyl-1H-1,4-benzodiazepin-2-one NC1C(N(C2=C(C(=N1)C1=CC=CC=C1)C=CC=C2)C)=O